C(C)(C)(C)OC(=O)N1[C@H](CN([C@@H](C1)CC)C(C)C1=C(C=C(C=C1)C(F)(F)F)F)C (2s,5r)-5-ethyl-4-(1-(2-fluoro-4-(trifluoromethyl)phenyl)ethyl)-2-methylpiperazine-1-carboxylic acid tert-butyl ester